2-methoxy-N-((5-(trifluoromethyl)pyridin-2-yl)methyl)ethan-1-amine COCCNCC1=NC=C(C=C1)C(F)(F)F